tert-butyl (3S)-3-{[(1S)-1-cyano-2-[4-(3-methyl-2-oxo-1,3-benzoxazol-5-yl)phenyl]ethyl]carbamoyl}-3-hydroxypyrrolidine-1-carboxylate C(#N)[C@H](CC1=CC=C(C=C1)C=1C=CC2=C(N(C(O2)=O)C)C1)NC(=O)[C@]1(CN(CC1)C(=O)OC(C)(C)C)O